2-chloro-4-(trifluoromethyl)thiophene-3-carboxylic acid methyl ester COC(=O)C1=C(SC=C1C(F)(F)F)Cl